2-bromobenzoyl-N-(2-(t-butyldimethylsilyloxy)propyl)aniline BrC1=C(C(=O)N(C2=CC=CC=C2)CC(C)O[Si](C)(C)C(C)(C)C)C=CC=C1